6-bromo-2-hydroxy-3,4-dimethyl-1,2-benzoxaborinine BrC=1C=CC2=C(C(=C(B(O2)O)C)C)C1